3-(3-chloro-2-methoxyanilino)-2-{3-[(1,2-dimethyl-azetidin-2-yl)methoxy]pyridin-4-yl}-1,5,6,7-tetrahydro-4H-pyrrolo[3,2-c]pyridin-4-one ClC=1C(=C(NC2=C(NC3=C2C(NCC3)=O)C3=C(C=NC=C3)OCC3(N(CC3)C)C)C=CC1)OC